BrC=1C=C(N(C1)CC1(CC1)CNC(=O)OC(C)(C)C)C(=O)OC methyl 4-bromo-1-((1-(((tert-butoxycarbonyl)amino)methyl)cyclopropyl)methyl)-1H-pyrrole-2-carboxylate